5-(2-(1H-tetrazol-5-yl)allyl)-3-(4-butoxyphenyl)-1,2,4-oxadiazole N1N=NN=C1C(CC1=NC(=NO1)C1=CC=C(C=C1)OCCCC)=C